C12(C=CC(CC1)C2)N norborneneamine